CCCCCCCCCC/C=C/C1CC(=O)OC1=O dodecenylsuccinic anhydride